S(=O)(=O)(OCCCCCCCCCCCCCC)[O-] tetrdecyl sulfate